2,7-dihydroxyfluorene OC1=CC=2CC3=CC(=CC=C3C2C=C1)O